1,3-dibutylimidazolium trifluoromethanesulfonate FC(S(=O)(=O)[O-])(F)F.C(CCC)N1C=[N+](C=C1)CCCC